C(#N)C1=CC(=C(C=C1)NS(=O)(=O)C1=CNC=C1CC=1C=C(C=CC1)C)F N-(4-cyano-2-fluoro-phenyl)-4-(m-tolylmethyl)-1H-pyrrole-3-sulfonamide